C(C1=CC=CC=C1)C1(NC2=CC=C(C=C2N=C1NCC1=CC=CC=C1)[N+](=O)[O-])N 2,N3-dibenzyl-6-nitroquinoxaline-2,3-diamine